OC[C@H](C(=O)[O-])C1=CC=CC=C1.O[C@@H](C1[NH+]2C[C@H](C(C1)CC2)C=C)C2=CC=NC1=CC=C(C=C21)OC (5S)-2-((R)-hydroxy(6-methoxyquinolin-4-yl)methyl)-5-vinylquinuclidin-1-ium (R)-3-hydroxy-2-phenylpropanoate